N-[7-[4-(dimethylamino)phenyl]-1,6-naphthyridine-5-yl]-1,2-benzenedimethanamine CN(C1=CC=C(C=C1)C1=NC(=C2C=CC=NC2=C1)NCC=1C(=CC=CC1)CN)C